5-(2-fluoro-4-(trifluoromethyl)phenyl)-4-methyl-N-(2-piperidinylmethyl)pyrimidin-2-amine, hydrochloride salt Cl.FC1=C(C=CC(=C1)C(F)(F)F)C=1C(=NC(=NC1)NCC1NCCCC1)C